CC(CCCC)CCCC(CCCC(CCCC(CCCCCC)C)C)C 5,9,13,17-Tetramethyltricosane